FC=1C=C(C=CC1F)[C@H]1[C@@H](C1)NC=1C2=C(N=C(N1)SCCC)N(N=N2)[C@H]2[C@@H](O[C@H]([C@@H]2O)CO)CO ((2R,3R,4R,5S)-3-(7-(((1R,2S)-2-(3,4-difluorophenyl)cyclopropyl)amino)-5-(propylthio)-3H-[1,2,3]triazolo[4,5-d]pyrimidin-3-yl)-4-hydroxytetrahydrofuran-2,5-diyl)dimethanol